C[C@H]1CN(CCO1)CC(=O)NC=1N=CC2=CC=C(C=C2C1)C1=CN=CS1 (S)-2-(2-methylmorpholinyl)-N-(6-(thiazol-5-yl)isoquinolin-3-yl)acetamide